(R)-6-(6-((1,1-difluoropropan-2-yl)oxy)pyridin-3-yl)-3-(ethoxydifluoromethyl)-[1,2,4]triazolo[4,3-a]pyrazine FC([C@@H](C)OC1=CC=C(C=N1)C=1N=CC=2N(C1)C(=NN2)C(F)(F)OCC)F